[N+](=O)([O-])C1=C(C=CC=C1)\C=C(\C(=O)OC(C)(C)C)/CSC1=CC=CC=C1 t-butyl (Z)-3-(2-nitrophenyl)-2-((phenylthio)methyl)acrylate